2-[1,1'-Biphenyl]-4-yl-4-chloro-6-(3-dibenzo-furanyl)-triazin C1(=CC=C(C=C1)N1NC(=CC(=N1)Cl)C=1C=CC2=C(OC3=C2C=CC=C3)C1)C1=CC=CC=C1